C(C)(C)(C)OC(=O)N1C[C@H](CC1)N(C)C1=NC=C(C=C1C)S(N(C=1N=CSC1)C(=O)OC(C)(C)C)(=O)=O (S)-3-((5-(N-(tert-Butoxycarbonyl)-N-(thiazol-4-yl)sulfamoyl)-3-methylpyridin-2-yl)(methyl)amino)pyrrolidine-1-carboxylic acid tert-butyl ester